(1R,2R)-N-[7-methyl-6-[4-((R)-3-methyltetrahydrofuran-3-yl)piperazin-1-yl]-3-isoquinolyl]-2-[1-methyl-5-(trifluoromethyl)pyrazol-4-yl]cyclopropanecarboxamide CC1=C(C=C2C=C(N=CC2=C1)NC(=O)[C@H]1[C@@H](C1)C=1C=NN(C1C(F)(F)F)C)N1CCN(CC1)[C@]1(COCC1)C